NC1=NOC2=C1C(=CC=C2)C2=CC=C(C=C2)NC(=O)NC2=CC(=CC=C2)OC(C)C 1-(4-(3-Aminobenzo[d]isoxazol-4-yl)phenyl)-3-(3-isopropoxyphenyl)urea